N-(3-(2'-fluoro-[1,1'-biphenyl]-4-yl)propyl)-5-(trifluoromethyl)nicotinamide FC1=C(C=CC=C1)C1=CC=C(C=C1)CCCNC(C1=CN=CC(=C1)C(F)(F)F)=O